tert-butyl 5-methyl-8-oxa-2,5-diazaspiro[3.5]nonane-2-carboxylate CN1C2(CN(C2)C(=O)OC(C)(C)C)COCC1